COC1=C(C=CC(=C1)CCCO)O[C@H]2[C@@H]([C@H]([C@@H]([C@H](O2)CO)O)O)O The molecule is a primary alcohol that is dihydroconiferyl alcohol attached to a beta-D-glucopyranosyl residue at position 1 via a glycosidic linkage. It has a role as a plant metabolite. It is a monomethoxybenzene, a primary alcohol, a beta-D-glucoside and a monosaccharide derivative. It derives from a dihydroconiferyl alcohol.